FC1=C(C=C(C(=C1O)F)C(F)(F)F)C1=NN(C2=NC(=NC=C21)N2[C@@H](COCC2)C(=O)OC)C Methyl (S)-4-(3-(2,4-difluoro-3-hydroxy-5-(trifluoromethyl)phenyl)-1-methyl-1H-pyrazolo[3,4-d]pyrimidin-6-yl)morpholine-3-carboxylate